ClC1=CC=C(CN2N=C3C4=C(CCC3=C2)OC(=C4C)C(=O)N4CCOCC4)C=C1 [2-(4-chlorobenzyl)-8-methyl-4,5-dihydro-2H-furo[2,3-g]indazol-7-yl](morpholin-4-yl)methanone